C(C)(C)(C)OC(=O)NC[C@H](C(=O)O)C1CC1 (R)-3-((tert-butoxycarbonyl)amino)-2-cyclopropylpropionic acid